(5Z)-2-(Cyclooctylamino)-5-(1H-indazol-5-ylmethylene)-3-methyl-imidazol-4-one C1(CCCCCCC1)NC1=N\C(\C(N1C)=O)=C/C=1C=C2C=NNC2=CC1